ClC1=C2C(=NC(=N1)N)N(N=C2)CC2=CC(=C(C=C2)[N+](=O)[O-])C(F)(F)F 4-chloro-1-[[4-nitro-3-(trifluoromethyl)phenyl]methyl]pyrazolo[3,4-d]pyrimidine-6-amine